Pyrimidine-4-carbonitrile hydrochloride Cl.N1=CN=C(C=C1)C#N